5-methoxy-2-(2-cyanophenyl)benzaldehyde p-toluenesulfonyl hydrazone CC1=CC=C(C=C1)S(=O)(=O)NN=CC1=C(C=CC(=C1)OC)C1=C(C=CC=C1)C#N